CC=1C(=C(C(=O)[O-])C=CC1[N+](=O)[O-])NCCOC methyl-[(2-methoxyethyl) amino]-4-nitrobenzoate